The molecule is a phosphatidylcholine 38:1 in which the acyl groups specified at positions 1 and 2 are octadecanoyl and (11Z)-eicosenoyl respectively. It derives from an octadecanoic acid and an (11Z)-icos-11-enoic acid. CCCCCCCCCCCCCCCCCC(=O)OC[C@H](COP(=O)([O-])OCC[N+](C)(C)C)OC(=O)CCCCCCCCC/C=C\\CCCCCCCC